C(=O)OCC1=CC=CC=C1 Formic acid, phenylmethyl ester